N-difluoromethyl-dinitroselenourea FC(NC(=[Se])N([N+](=O)[O-])[N+](=O)[O-])F